S(=O)(=O)([O-])C1=CC=C(C)C=C1.C[N+]1=C(SC2=C1C=CC=C2)SC 3-methyl-2-(methylthio)-benzothiazolium tosylate